N-trimethylsilylpropyl-N,N,N-trimethyl-ammonium chloride [Cl-].C[Si](C)(C)CCC[N+](C)(C)C